ClC1=C(C=CC=C1)[C@H](C1CC1)C1N(C(C2=CC=C(C=C12)C(=O)N)=O)C1C(NC(CC1)=O)=O ((S)-(2-chlorophenyl)(cyclopropyl)methyl)-2-(2,6-dioxopiperidin-3-yl)-1-oxoisoindoline-5-carboxamide